ClC=1C(=NC(=CC1)OC(F)F)C=1N=NN(C1C)C1=C(C=CC=C1F)F 3-chloro-6-(difluoromethoxy)-2-(1-(2,6-difluorophenyl)-5-methyl-1H-1,2,3-triazol-4-yl)pyridine